O=C[C@H](O)[C@@H](O)[C@@H](O)[C@H](O)CO D-Galactose